S(=O)(=O)=C1CC(=CC=C1)NC(=O)C1=NC2=CC=CC=C2N=C1OC1=CC=C(C=C1)OC(F)(F)F N-(3-sulfonylphenyl)-3-(4-(trifluoromethoxy)phenoxy)quinoxaline-2-carboxamide